FS(F)(F)(F)(F)C=C1CC(OC1)(C1=CC=CC=C1)C1=CC=CC=C1 4-((pentafluoro-λ6-sulfanyl)methylene)-2,2-diphenyltetrahydrofuran